N-((1-(5-cyano-4-methylpyridin-2-yl)-1H-pyrazol-4-yl)methyl)-2-hydroxy-N-(2-hydroxy-2-(4-methyl-1-oxo-1,3-dihydroisobenzofuran-5-yl)ethyl)acetamide C(#N)C=1C(=CC(=NC1)N1N=CC(=C1)CN(C(CO)=O)CC(C=1C(=C2COC(C2=CC1)=O)C)O)C